2,5-dimethylmercapto-1,4-dithianethiol CSC1(SCC(SC1)SC)S